FC(C(=O)O)(F)F.N1CC(C1)NOC[C@H](CO)O (2S)-3-{[(azetidin-3-yl)amino]oxy}propane-1,2-diol trifluoroacetate